rel-2-[(2R,5S)-2-[4-[(4aS,8aR)-1-methyl-2,3,4,4a,5,7,8,8a-octahydro-1,6-naphthyridin-6-yl]phenyl]-5-methyl-1-piperidyl]-N-(6-amino-5-ethyl-3-pyridyl)-2-oxo-acetamide CN1CCC[C@H]2CN(CC[C@@H]12)C1=CC=C(C=C1)[C@@H]1N(C[C@H](CC1)C)C(C(=O)NC=1C=NC(=C(C1)CC)N)=O |o1:5,10,17,20|